CC1=CC=C(COC2=CC=C(C=N2)N)C=C1 6-(4-methylbenzyloxy)pyridin-3-amine